N-(4-(((5-hydroxypyridin-3-yl)methyl)amino)-5-iodo-7-tolyl-7H-pyrrolo[2,3-d]pyrimidin-2-yl)cyclopropanecarboxamide mono-antimony [Sb].OC=1C=C(C=NC1)CNC=1C2=C(N=C(N1)NC(=O)C1CC1)N(C=C2I)C2=C(C=CC=C2)C